5-chloro-3-(2-(3-(4-tert-butylphenyl)-4-oxo-thiazolidine-2-ylidene)hydrazono)indol-2-one ClC=1C=C2C(C(NC2=CC1)=O)=NN=C1SCC(N1C1=CC=C(C=C1)C(C)(C)C)=O